oxolan-2-one O1C(CCC1)=O